C(CCCCCCC)NCCN(CC(=O)O)CCNCCCCCCCC di(octylaminoethyl)glycine